[Cl-].C(C1=CC=CC=C1)N1CC=C(C=C1)C1=CC=NC=C1 1-benzyl-4,4'-bipyridine chloride